4-cyano-N-[2-cyano-5-[[2,6-dichloro-4-[1,2,2,3,3,3-hexafluoro-1-trifluoromethylpropyl]phenyl]carbamoyl]phenyl]-2-methylbenzamide C(#N)C1=CC(=C(C(=O)NC2=C(C=CC(=C2)C(NC2=C(C=C(C=C2Cl)C(C(C(F)(F)F)(F)F)(C(F)(F)F)F)Cl)=O)C#N)C=C1)C